N-{1-[1-(5-cyano-1,3-thiazol-2-yl)-3-methoxy-1H-1,2,4-triazol-5-yl]ethyl}-3-(cyclopropylsulfonyl)-5-(trifluoromethoxy)benzamide C(#N)C1=CN=C(S1)N1N=C(N=C1C(C)NC(C1=CC(=CC(=C1)OC(F)(F)F)S(=O)(=O)C1CC1)=O)OC